1-cyclohexyl-3-(7-(6-(3-(pyrrolidin-1-yl)propoxy)pyridin-3-yl)quinoxalin-2-yl)urea C1(CCCCC1)NC(=O)NC1=NC2=CC(=CC=C2N=C1)C=1C=NC(=CC1)OCCCN1CCCC1